ClC=1C=C(OC2CN(C2)C2CCN(CC2)C(=O)OC(C)(C)C)C=CC1C(N(C)C)=O tert-butyl 4-(3-(3-chloro-4-(dimethylcarbamoyl)phenoxy)azetidin-1-yl)piperidine-1-carboxylate